C(C)(C)(C)S(=O)(=O)N1CCC2=C1N=C(N=C2)N(C(C2=C(C=C(C=C2)[N+](=O)[O-])N2CCC1(CC1)CC2)=O)C(C2=C(C=C(C=C2)[N+](=O)[O-])N2CCC1(CC1)CC2)=O N-(7-(tert-butylsulfonyl)-6,7-dihydro-5H-pyrrolo[2,3-d]pyrimidin-2-yl)-4-nitro-N-(4-nitro-2-(6-azaspiro[2.5]octan-6-yl)benzoyl)-2-(6-azaspiro[2.5]octan-6-yl)benzamide